C(C)NC(=O)C=1N=CN2C1N=NN(C2=O)CCOC(F)(F)F N-Ethyl-4-oxo-3-(2-(trifluoromethoxy)ethyl)-3,4-dihydroimidazo[5,1-d][1,2,3,5]tetrazine-8-carboxamide